4-(hydroxydimethylsilyl)oxysalicylalcohol O[Si](OC=1C=C(C(CO)=CC1)O)(C)C